2-(5-azaspiro[3.4]octan-5-yl)ethanamine C1CCC12N(CCC2)CCN